C=CC(=O)NCCCCCCNC(=O)C=C N,N'-hexamethylene-bis-acrylamide